C(C)OC1CCN(CC1)C1=NC(=CC=C1C(=O)NS(=O)(=O)C1=CC=NN1)C1=CC(=CC(=C1)OCC(C)C)F 2-(4-Ethoxy-1-piperidyl)-6-(3-fluoro-5-isobutoxyphenyl)-N-(1H-pyrazol-5-ylsulfonyl)pyridin-3-carboxamid